tert-butyl (3-((5-chloro-3-methyl-4-oxo-3,4-dihydroquinazolin-6-yl)amino)-2,4,5-trifluorophenyl)carbamate ClC1=C2C(N(C=NC2=CC=C1NC=1C(=C(C=C(C1F)F)NC(OC(C)(C)C)=O)F)C)=O